(2,6-difluorophenyl)acetic acid FC1=C(C(=CC=C1)F)CC(=O)O